C(#N)C=1C=C(C=CC1)C1=CC(=NC(=N1)NCCC(=O)O)C=1N=NN(C1)CC1=NC(=CC=C1)C(F)(F)F 3-[6-(m-cyanophenyl)-4-(1-{[6-(trifluoromethyl)-2-pyridinyl]methyl}-1H-1,2,3-triazol-4-yl)-2-pyrimidinylamino]propionic acid